(R)-1-(3-fluoropropyl)pyrrole FCCCN1C=CC=C1